7-{5-bromo-4-[(cyanomethyl)amino]pyridin-2-yl}pyrrolo[1,2-b]pyridazine-3-carbonitrile BrC=1C(=CC(=NC1)C1=CC=C2N1N=CC(=C2)C#N)NCC#N